8-(1-(2-(1-adamantyl)-2-propoxycarbonyl)-ethoxycarbonyl)-tetracyclo[4.4.0.12,5.17,10]-3-dodecene C12(CC3CC(CC(C1)C3)C2)C(C)(C)OC(=O)C(C)OC(=O)C2C3C1C4C=CC(C1C(C2)C3)C4